C(CCC)OC(NS(=O)(=O)C1=C(C=C(C=C1)CC(C)C)C=1OC(=CC1)CN1C=NC=C1)=O (2-(5-((1H-imidazol-1-yl)methyl)furan-2-yl)-4-isobutylphenyl)sulfonylcarbamic acid butyl ester